CN1N=CC(=C1C12CC(C1)(C2)C(=O)O)C(F)(F)F 3-(1-Methyl-4-(trifluoromethyl)-1H-pyrazol-5-yl)bicyclo[1.1.1]pentane-1-carboxylic acid